N-(2-Chloro-3-{(4S)-2-imino-4-methyl-1-[(2R*,4R*)-2-methyl-tetrahydropyran-4-yl]-6-oxo-hexahydropyrimidin-4-yl}phenyl)-3-cyano-5-(trifluoromethyl)-benzamide hydrochloride Cl.ClC1=C(C=CC=C1[C@]1(NC(N(C(C1)=O)[C@H]1C[C@H](OCC1)C)=N)C)NC(C1=CC(=CC(=C1)C(F)(F)F)C#N)=O |o1:15,17|